5-[2,6-diazaspiro[3.3]hept-2-yl]-2-(2,6-dioxopiperidin-3-yl)isoindole-1,3-dione C1N(CC12CNC2)C=2C=C1C(N(C(C1=CC2)=O)C2C(NC(CC2)=O)=O)=O